ClC=1N=C2C(=NC1)N(C=C2C2=NC(=C(C(=N2)N[C@@H]2[C@H](C1CCC2CC1)C(=O)OCOC(=O)OCC)F)C=1SC=CC1)C(C1=CC=CC=C1)(C1=CC=CC=C1)C1=CC=CC=C1 (2S,3S)-((ethoxycarbonyl)oxy)methyl 3-((2-(2-chloro-5-trityl-5H-pyrrolo[2,3-b]pyrazin-7-yl)-5-fluoro-6-(thiophen-2-yl)pyrimidin-4-yl)amino)bicyclo[2.2.2]octane-2-carboxylate